C1(=CC=C(C=C1)C1=NN=NN1CC1=CC=C(C=C1)C=C)C1=NN=NN1CC1=CC=C(C=C1)C=C 5,5'-(1,4-phenylene)bis[1-(4-vinylbenzyl)-1H-tetrazole]